NC1CCNCC1 4-Aminopiperidine